ClC1=C(C#N)C=CC(=C1)N1CC2(C[C@@H]1C)CCN(CC2)C2=CC=C(C=C2)C(=O)N2CCC(CC2)C=O (S)-2-chloro-4-(8-(4-(4-formylpiperidine-1-carbonyl)phenyl)-3-methyl-2,8-diazaspiro[4.5]decan-2-yl)benzonitrile